C(C)(C)(C)OC(=O)N1CC(C1)(C[N+](=O)[O-])N1[C@H](CCC1)C(=O)OC methyl (1-(tert-butoxycarbonyl)-3-(nitromethyl)azetidin-3-yl)-D-prolinate